3-(1-(2-fluoroacryloyl)azetidin-3-yl)-6-methoxy-1-(4-(trifluoromethyl)phenyl)-1,3-dihydro-2H-imidazo[4,5-b]pyridin-2-one FC(C(=O)N1CC(C1)N1C(N(C=2C1=NC=C(C2)OC)C2=CC=C(C=C2)C(F)(F)F)=O)=C